[NH4+].P(OC)(OC)O dimethyl hydrogen phosphite, ammonium salt